C1(CCCCC1)N(C1=CC=CC=C1)C(CC1(CCN(CC1)C(N(C)C1=CC(=CC=C1)F)=O)C(=O)O)=O 4-[2-(N-cyclohexylanilino)-2-oxo-ethyl]-1-[(3-fluorophenyl)-methyl-carbamoyl]piperidine-4-carboxylic acid